CC=1NC(=NN1)C(=O)OCCCN1N=C(C=2C(NCC3(CCOCC3)CC21)=O)CC 3-(3-ethyl-4-oxo-spiro[6,8-dihydro-5H-pyrazolo[4,3-c]azepine-7,4'-tetrahydropyran]-1-yl)propyl 5-methyl-4H-1,2,4-triazole-3-carboxylate